N1=C(C=C2N1C=CC=C2)C(=O)N pyrazolo[1,5-a]pyridine-2-carboxamide